(S)-N-(2-(tert-butylamino)-8-(3-hydroxypiperidin-1-yl)pyrido[4,3-d]pyrimidin-5-yl)benzamide C(C)(C)(C)NC=1N=CC2=C(N1)C(=CN=C2NC(C2=CC=CC=C2)=O)N2C[C@H](CCC2)O